4-(2-cyanopropan-2-yl)-N-(2-fluoro-4-methyl-5-(2-(oxetan-3-ylamino)-8,9-dihydroimidazo[1',2':1,6]pyrido[2,3-d]pyrimidin-6-yl)phenyl)picolinamide C(#N)C(C)(C)C1=CC(=NC=C1)C(=O)NC1=C(C=C(C(=C1)C1=CC2=C(N=C(N=C2)NC2COC2)N2C1=NCC2)C)F